ClC(C(C(=O)OOC(C(C(C(F)(F)F)(Cl)Cl)(F)F)=O)(F)F)(C(F)(F)F)Cl di(dichloropentafluorobutanoyl) peroxide